O1-tert-butyl O4-methyl 4-[(5-methoxy-2-pyridyl)methyl]piperidine-1,4-dicarboxylate COC=1C=CC(=NC1)CC1(CCN(CC1)C(=O)OC(C)(C)C)C(=O)OC